N-(2-((2-aminoethyl)(methyl)amino)ethyl)-4-((3-(3-fluoro-4-methoxyphenyl)imidazo[1,2-a]pyrazin-8-yl)amino)-2-methylbenzamide NCCN(CCNC(C1=C(C=C(C=C1)NC=1C=2N(C=CN1)C(=CN2)C2=CC(=C(C=C2)OC)F)C)=O)C